4-(4-dimethylamino-1-p-fluorophenyl-1-hydroxybutyl)-3-(hydroxymethyl)benzoyl cyanide CN(CCCC(O)(C1=CC=C(C=C1)F)C1=C(C=C(C(=O)C#N)C=C1)CO)C